C(C1=CC=CC=C1)OC1CN(CC1)CCO[Si](C)(C)C(C)(C)C 3-(benzyloxy)-1-(2-((tert-butyldimethylsilyl)oxy)ethyl)pyrrolidine